[N+](=O)([O-])C1=CC=C2C(OC[C@@H]3N2CCC3)=C1C#N (R)-7-nitro-2,3,3a,4-tetrahydro-1H-benzo[b]pyrrolo[1,2-d][1,4]oxazine-6-carbonitrile